8-(2-((3-cyclopropyl-2,6-dioxo-2,3-dihydropyrimidin-1(6H)-yl)methyl)thieno[3,2-b]pyridin-7-yl)-1-(pyrrolidin-3-yl)-1,2,3,4-tetrahydroquinoline-6-carbonitrile, formic acid salt C(=O)O.C1(CC1)N1C(N(C(C=C1)=O)CC1=CC2=NC=CC(=C2S1)C=1C=C(C=C2CCCN(C12)C1CNCC1)C#N)=O